CC(C(=O)OF)OCCC perfluoro (2-methyl-3-oxahexanoate)